2-(2-((4-fluorobenzylidene)hydrazineylidene)-5-oxoimidazolidine-4-yl)acetyl chloride FC1=CC=C(C=NN=C2NC(C(N2)CC(=O)Cl)=O)C=C1